COC=1C=C(C=C2CCN(C(C12)=O)CC(F)(F)F)B1OCCCC(C(O1)(C)C)(C)C 8-methoxy-6-(4,4,5,5-tetramethyl-1,3,2-dioxaborocan-2-yl)-2-(2,2,2-trifluoroethyl)-3,4-dihydroisoquinolin-1(2H)-one